(2R)-2-[6-(5-chloro-2-{[(1R,3R)-3-hydroxycyclopentyl]amino}pyrimidin-4-yl)-1-oxo-2,3-dihydro-1H-isoindol-2-yl]N-[(1R)-1-(6-methylpyridin-2-yl)ethyl]propanamide ClC=1C(=NC(=NC1)N[C@H]1C[C@@H](CC1)O)C1=CC=C2CN(C(C2=C1)=O)[C@@H](C(=O)N[C@H](C)C1=NC(=CC=C1)C)C